5-[(diethylamino)methyl]-1,3,4-thiadiazol-2-amine C(C)N(CC)CC1=NN=C(S1)N